FC1(CCN(CCC1)C1=NC(=NC(=C1C(=O)NC1=CC(=CC=C1)[S@@](=O)(=N)C)C)C(F)(F)F)F (R)-4-(4,4-difluoroazepan-1-yl)-6-methyl-N-(3-(S-methylsulfonimidoyl)phenyl)-2-(trifluoromethyl)pyrimidine-5-carboxamide